ClC=1C(=C(C=CC1)NC1=NC=NC2=CC(=C(C=C12)[N+](=O)[O-])C#CC1(CCN(CC1)C(=O)OC(C)(C)C)C)F tert-butyl 4-((4-((3-chloro-2-fluorophenyl) amino)-6-nitroquinazolin-7-yl) ethynyl)-4-methylpiperidine-1-carboxylate